C(C)(C)(C)OC(=O)N1CCC2(CN(C2)C=2SC=C(N2)C2=CC=C(C=C2)C(F)(F)F)CC1 2-(4-(4-(trifluoromethyl)phenyl)thiazol-2-yl)-2,7-diazaspiro[3.5]nonane-7-carboxylic acid tert-butyl ester